C(CC)OC(=O)C1=C(N=C(S1)C(=O)N1C[C@H](CC1)NC1=NC=CC2=CC=C(C=C12)C1=NOC(=N1)C)C 4-methyl-2-[(3S)-3-[[7-(5-methyl-1,2,4-oxadiazol-3-yl)-1-isoquinolinyl]amino]pyrrolidine-1-carbonyl]thiazole-5-carboxylic acid propyl ester